C(=CC1=CC=CC=C1)CO styrenemethanol